P(=O)(OC1=CC=C(C=C1)[N+](=O)[O-])(Cl)Cl 4-Nitrophenyl dichlorophosphate